(6R)-6-{[2-(3,4-dimethoxyphenyl)[1,2,4]triazolo[1,5-c]quinazolin-5-yl]amino}-5-oxo-1,4-diazacycloheptane-1-carboxylic acid benzyl ester C(C1=CC=CC=C1)OC(=O)N1CCNC([C@@H](C1)NC1=NC=2C=CC=CC2C=2N1N=C(N2)C2=CC(=C(C=C2)OC)OC)=O